2-((1-(3-((R)-1,1-Dioxidotetrahydrothiophen-3-yl)-2-(isoindolin-2-yl)-6-methyl-4-oxo-3,4-dihydroquinazolin-8-yl)ethyl)amino)benzoic acid O=S1(C[C@@H](CC1)N1C(=NC2=C(C=C(C=C2C1=O)C)C(C)NC1=C(C(=O)O)C=CC=C1)N1CC2=CC=CC=C2C1)=O